[Cl-].C(CCCCCCCCC)N1C=[N+](C=C1)C 1-Decyl-3-methylimidazolium chloride